C(C=C)C1(NC(=NC(=C1N)Cl)SCCC)N 4-allyl-6-chloro-2-(propylsulfanyl)pyrimidine-4,5-diamine